C(=O)(O)C=1C=C(C=NC1F)B(O)O 5-CARBOXY-6-FLUOROPYRIDINE-3-BORONIC ACID